NC1=C(C(=O)NC(C)(C)C)C=C(C=C1)Br 2-Amino-5-bromo-N-(tert-butyl)benzamide